2-hydroxyethylbicyclo[2.2.1]Hept-5-ene OCCC12CCC(C=C1)C2